NC1=C(C=CC=C1)NC(C1=CC=C(C=C1)CSC1=NN2C(C(=N1)NC1=NNC(=C1)C)=CC=C2)=O N-(2-aminophenyl)-4-[[[4-[(5-methyl-1H-pyrazol-3-yl)amino]pyrrolo[2,1-f][1,2,4]triazin-2-yl]thio]methyl]benzamide